C(#N)C1CC2(C1)C[C@H](N(CC2)CC2=C1C=CNC1=C(C=C2OC)C)C2=CC=C(C(=O)N1C[C@@H](CC1)CC(=O)O)C=C2 2-((S)-1-(4-((2R,4s,6S)-2-cyano-7-((5-methoxy-7-methyl-1H-indol-4-yl)methyl)-7-azaspiro[3.5]nonan-6-yl)benzoyl)pyrrolidin-3-yl)acetic acid